C(CCCCCCCCCCC=CCC=CCCCCCCCC)(=O)O Tetracosa-12,15-dienoic acid